trans-2-nonenoic acid C(\C=C\CCCCCC)(=O)O